2-chloro-1'-[(2-fluorophenyl)methyl]-2'-methyl-spiro[4,5-dihydrothieno[2,3-c]pyran-7,4'-piperidine] ClC1=CC2=C(S1)C1(CC(N(CC1)CC1=C(C=CC=C1)F)C)OCC2